3-(7-chloroimidazo[1,5-a]pyridin-8-yl)propanoyl chloride hydrochloride Cl.ClC1=C(C=2N(C=C1)C=NC2)CCC(=O)Cl